CC1(NC(CC(C1)OC(CCCCCCCCC(=O)[O-])=O)(C)C)C 2,2,6,6-tetramethyl-4-piperidyl-sebacate